4-[1-(4-BROMO-2-IODO-5-METHOXY-PHENYL)PYRAZOL-4-YL]MORPHOLINE BrC1=CC(=C(C=C1OC)N1N=CC(=C1)N1CCOCC1)I